Cl.C(C)(C)(C)OC(C[C@@H](C(C)N)C)=O (3S)-4-amino-3-methylpentanoic acid tert-butyl ester hydrochloride